N-[6-[(1R,3S,4R)-3-hydroxy-4-(hydroxymethyl)cyclopentoxy]pyrimidin-4-yl]benzamide O[C@H]1C[C@@H](C[C@@H]1CO)OC1=CC(=NC=N1)NC(C1=CC=CC=C1)=O